((1R)-3-methyl-1-(3-((2-phenylacetamido)methyl)-4,5-dihydroisoxazole-5-carboxamido)butyl)boronic acid CC(C[C@H](NC(=O)C1CC(=NO1)CNC(CC1=CC=CC=C1)=O)B(O)O)C